FC1=CC(=C(C=C1F)C1=CC=C(S1)[C@@H](C)NC=1C=2C(N=C(N1)C)=CC(N(C2)CC2CCOCC2)=O)CN2C=CC=C2 (R)-4-((1-(5-(4,5-difluoro-2-(pyrrol-1-ylmethyl)phenyl)thiophen-2-yl)ethyl)amino)-2-Methyl-6-((tetrahydro-2H-pyran-4-yl)methyl)pyrido[4,3-d]pyrimidin-7(6H)-one